N-hydroxymethyl-N-(1,3-bis(hydroxymethyl)-2,5-dioxoimidazolidin-4-yl)-N'-methylolurea OCN(C(=O)NCO)C1N(C(N(C1=O)CO)=O)CO